ClC1=NC=C(C(=N1)C=1C=NN(C1)C1COC1)F 2-chloro-5-fluoro-4-[1-(oxetan-3-yl)pyrazol-4-yl]pyrimidine